S(=O)(=O)(O)C1=CC=C(C)C=C1.NC1=NNC=C1C1=C(OC2=CC(=C(C=C2Cl)S(=O)(=O)NC=2N=CSC2)F)C=CC(=C1)Cl 4-[2-(3-amino-1H-pyrazol-4-yl)-4-chlorophenoxy]-5-chloro-2-fluoro-N-4-thiazolylbenzenesulfonamide tosylate